BrC1=CC2=C(C(N(C23CCCCC3)CC3=CC=C(C=C3)OC)=O)S1 2'-bromo-5'-[(4-methoxyphenyl)methyl]spiro[cyclohexane-1,4'-thieno[2,3-c]pyrrol]-6'-one